bromo-5-[(5-methylpyrazin-2-yl)amino]-1-{[2-(trimethylsilyl)ethoxy]methyl}-1H-pyrazole-4-carboxamide BrC1=NN(C(=C1C(=O)N)NC1=NC=C(N=C1)C)COCC[Si](C)(C)C